C12CN(CC(CC1)N2)C2=NC=C(C(=N2)N2CC(C2)C(=O)N(C)C(C)(C)C2=CN=C1N2C=CC=C1)Cl 1-(2-(3,8-diazabicyclo[3.2.1]octan-3-yl)-5-chloropyrimidin-4-yl)-N-(2-(imidazo[1,2-a]pyridin-3-yl)propan-2-yl)-N-methylazetidine-3-carboxamide